C(C1CO1)C=C(C(=O)O)C.C1(=CC=CC=C1)NCC(=O)O N-phenylglycine glycidyl-methacrylate